ClC1=C(N)C=CC(=C1C)Cl 2,4-dichloro-3-methylaniline